((S)-2-amino-3-fluoropropyl)-2-(1-(cyclopropylmethyl)-7-((2-oxopyrrolidin-3-yl)methoxy)-1H-indol-2-yl)-1-methyl-1,6,7,8-tetrahydro-5H-imidazo[4,5-g]isoquinolin-5-one N[C@@H](CC1=C2C(=CC=3CCNC(C13)=O)N(C(=N2)C=2N(C1=C(C=CC=C1C2)OCC2C(NCC2)=O)CC2CC2)C)CF